(R)-2-((6-(3-((3-Hydroxy-1-methyl-2-oxopyrrolidin-3-yl)ethynyl)phenyl)pyrido[3,2-d]pyrimidin-4-yl)amino)acetonitrile O[C@@]1(C(N(CC1)C)=O)C#CC=1C=C(C=CC1)C=1C=CC=2N=CN=C(C2N1)NCC#N